3-(4-{2-[(7S)-4-(4-amino-3-methoxybenzoyl)-1,4-oxazepan-7-yl]ethynyl}-1-oxo-3H-isoindol-2-yl)piperidine-2,6-dione NC1=C(C=C(C(=O)N2CCO[C@@H](CC2)C#CC2=C3CN(C(C3=CC=C2)=O)C2C(NC(CC2)=O)=O)C=C1)OC